(S)-3-(2',4'-difluorobiphenyl-3-yl)-3-(3-(4-hydroxy-1-methyl-2-oxo-1,2-dihydro-1,8-naphthyridin-3-yl)ureido)propionic acid FC1=C(C=CC(=C1)F)C1=CC(=CC=C1)[C@H](CC(=O)O)NC(=O)NC=1C(N(C2=NC=CC=C2C1O)C)=O